ClC=1C2=CN(N=C2C(=C(C1)C1=CC=C(C=C1)C1OC(C(O1)(C)C)(C)C)Cl)C(C(=O)NC=1SC=CN1)C1=C2N(C=N1)C[C@@H](C2)F (4,7-dichloro-6-(4-(4,4,5,5-tetramethyl-1,3-dioxolan-2-yl)phenyl)-2H-indazol-2-yl)-2-((R)-6-fluoro-6,7-dihydro-5H-pyrrolo[1,2-c]imidazol-1-yl)-N-(thiazol-2-yl)acetamide